(2R,3R,4R,5S)-5-(4-aminopyrrolo[2,1-f][1,2,4]triazin-7-yl)-2-azido-4-fluoro-2-(hydroxymethyl)tetrahydrofuran-3-ol NC1=NC=NN2C1=CC=C2[C@H]2[C@@H]([C@@H]([C@](O2)(CO)N=[N+]=[N-])O)F